[Hg].[Sn] tin-mercury